C(C)C(CC)OC(=O)N1C(CCCC1(C)C)(C)C N-(1-ethylpropoxycarbonyl)-2,2,6,6-tetramethylpiperidine